Disodium 2-ethoxycarbonylethylthio-5'-inosinate C(C)OC(=O)CCS[C@@]1([C@H](O)[C@H](O)[C@@H](C(O)C(=O)[O-])O1)N1C=NC=2C(O)=NC=NC12.[Na+].[Na+].C(C)OC(=O)CCS[C@@]1([C@H](O)[C@H](O)[C@@H](C(O)C(=O)[O-])O1)N1C=NC=2C(O)=NC=NC12